8-Benzyl-2-((5-ethylfuran-2-yl)methyl)-6-phenylimidazo[1,2-a]pyrazin-3(7H)-on C(C1=CC=CC=C1)C1=C2N(C=C(N1)C1=CC=CC=C1)C(C(=N2)CC=2OC(=CC2)CC)=O